COC(=O)C=1C=CC2=C(N(C(=N2)CN2CCC=3C(=CC(=NC3C2)OCC2=C(C=C(C=C2)Cl)F)C)C[C@H]2OCC2)C1 (S)-2-((2-((4-chloro-2-fluorobenzyl)oxy)-4-methyl-5,8-dihydro-1,7-naphthyridin-7(6H)-yl)methyl)-1-(oxetan-2-ylmethyl)-1H-benzo[d]imidazole-6-carboxylic acid methyl ester